(1s,3s)-3-(4-fluoro-2-methylpyridin-3-yl)cyclobutyl ((2-(2,6-dioxopiperidin-3-yl)-4-fluoro-3-oxoisoindolin-5-yl)methyl)carbamate O=C1NC(CC[C@@H]1N1CC2=CC=C(C(=C2C1=O)F)CNC(OC1CC(C1)C=1C(=NC=CC1F)C)=O)=O